FC(C(=O)O)(F)F.FC1=CN=C(C2=CC=CC(=C12)S(=O)(=O)N1[C@@H](CNCCC1)C)O (R)-4-fluoro-5-((2-methyl-1,4-diazepan-1-yl)sulfonyl)isoquinolin-1-ol trifluoroacetate salt